N12CC(C(CC1)CC2)O 1-azabicyclo[2.2.2]octan-3-ol